Tungsten-sulfide [W]=S